OCC1=CC=2C(C3=CC=CC=C3C(C2C=C1)=O)=O 2-(Hydroxymethyl)anthraquinone